1-octylnonyl 8-[[8-(1-octylnonoxy)-8-oxo-octyl]amino]octanoate C(CCCCCCC)C(CCCCCCCC)OC(CCCCCCCNCCCCCCCC(=O)OC(CCCCCCCC)CCCCCCCC)=O